1,5-dimethylpyrazol CN1N=CC=C1C